2,6-di-tert-butyl-4-methyl-3-allyl-5-propylphenol C(C)(C)(C)C1=C(C(=C(C(=C1CC=C)C)CCC)C(C)(C)C)O